ClC=1C(OC(C1NCC#C)C1=CC=CC=C1)=O 3-Chloro-5-phenyl-4-prop-2-ynylamino-5H-furan-2-one